Ethoxymethyldiethoxychlorosilane C(C)OC[Si](Cl)(OCC)OCC